6-fluoro-3,4-diphenyl-isocoumarin methyl-4-(2-((tert-butoxycarbonyl)amino)acetamido)-3-methoxybenzoate COC(C1=CC(=C(C=C1)NC(CNC(=O)OC(C)(C)C)=O)OC)=O.FC=1C=C2C(=C(OC(=O)C2=CC1)C1=CC=CC=C1)C1=CC=CC=C1